NC1=NC=C(C=N1)C#CC=1C(=C(C=CC1F)NS(=O)(=O)C=1C(=NC=C(C1)Cl)OC(F)F)F N-(3-((2-aminopyrimidin-5-yl)ethynyl)-2,4-difluorophenyl)-5-chloro-2-(difluoromethoxy)pyridine-3-sulfonamide